C(#N)C1=CC=C(C=C1)C1=C2CCN(C2=CC(=C1)C1=NN=C(N1)C)C(=O)[C@H]1N(CCC1)C#N (S)-2-(4-(4-cyanophenyl)-6-(5-methyl-4H-1,2,4-triazol-3-yl)indoline-1-carbonyl)pyrrolidine-1-carbonitrile